OC1=C(C(=O)NC=2C=C3C(=NC2)NN=C3)C=C(C(=C1)O)C(C)C 2,4-dihydroxy-5-isopropyl-N-(1H-pyrazolo[3,4-b]pyridin-5-yl)benzamide